C(C1=CC=CC=C1)N1C[C@@H](CC1)N1CC(C2=NC(=CC=C21)C)(C)C (R)-N-(1-benzylpyrrolidin-3-yl)-3,3,5-trimethyl-2,3-dihydro-1H-pyrrolo[3,2-b]pyridine